5-carboxy-2-hydroxymuconate C(=O)(O)\C(=C/C=C(/C(=O)[O-])\O)\C(=O)[O-]